FC1=CC=C2C(CC3(CCC3)OC2=C1)=O 7-fluorospiro[chromane-2,1'-cyclobutan]-4-one